2-Bromo-3-fluoro-6-methylpyridine BrC1=NC(=CC=C1F)C